C(C)(=O)C1=CN(C2=CC(=CC=C12)OCP(OCC)(OCC)=O)CC(=O)N1[C@@H]2C[C@@]2(C[C@H]1C(NC1=NC(=CC=C1C)Br)=O)CN diethyl (((3-acetyl-1-(2-((1R,3S,5R)-5-(aminomethyl)-3-((6-bromo-3-methylpyridin-2-yl)carbamoyl)-2-azabicyclo[3.1.0]hexan-2-yl)-2-oxoethyl)-1H-indol-6-yl)oxy)methyl)phosphonate